IC1=NN(C=C1)C1CCSCC1 iodo-1-tetrahydrothiopyran-4-yl-pyrazole